C(C)(=O)C=1C(=NC(=CC1)C=1C=NN2C1C=CC(=C2)OC=2N=NC(=CC2)C)N2N=C(C=C2C(F)F)C#N 1-[3-acetyl-6-[6-(6-methylpyridazin-3-yl)oxypyrazolo[1,5-a]pyridin-3-yl]pyridin-2-yl]-5-(difluoromethyl)pyrazole-3-carbonitrile